BrCCC(CCBr)=O 1,5-dibromo-3-pentanone